5-methylpyrrolidin-3-ol (trifluoroacetate) FC(C(=O)OC1CNC(C1)C)(F)F